C(C1=CC=CC=C1)OCCCC(=O)N1C(OC[C@H]1C(C)C)=O (R)-3-(4-(benzyloxy)butanoyl)-4-isopropyloxazolidin-2-one